1-{4-[4-(1-aminocyclopropyl)phenyl]Piperazin-1-yl}ethan-1-one NC1(CC1)C1=CC=C(C=C1)N1CCN(CC1)C(C)=O